C(C)OC(C=CC=1C(=NC(=NC1OC)N(CC1=CC=C(C=C1)OC)CC1=CC=C(C=C1)OC)OC)=O 3-{2-[bis-(4-methoxy-benzyl)-amino]-4,6-dimethoxypyrimidin-5-yl}-acrylic acid ethyl ester